[Si](C)(C)(C(C)(C)C)N1CCC(CC1)CCCC1CCN(CC1)[Si](C)(C)C(C)(C)C 1,3-bis(1-(tert-butyldimethylsilyl)piperidin-4-yl)propane